benzyl-ethyl ketone C(C1=CC=CC=C1)C(=O)CC